C12CCC(CC1)CC2 bicyclo-[2.2.2]-octane